FC1=C(C=C(C=C1)F)[C@@H](C)NC=1C2=C(N=C(N1)C)C=NC=C2 |r| 4-{[(1RS)-1-(2,5-difluorophenyl)ethyl]amino}-2-methylpyrido[3,4-d]pyrimidin